N-para-fluorophenyl-maleimide FC1=CC=C(C=C1)N1C(C=CC1=O)=O